N=1CC(C=C2C1CCCCCCCCC2)=O pyridocycloundecan-3-one